CO[C@H]([C@H](C(N[C@@H](CCOC1=CC=CC=C1)B1OC(C(O1)(C)C)(C)C)=O)NC(OC(C)(C)C)=O)C tert-butyl ((2R,3S)-3-methoxy-1-oxo-1-(((R)-3-phenoxy-1-(4,4,5,5-tetramethyl-1,3,2-dioxaborolan-2-yl) propyl)amino)butan-2-yl)carbamate